CC1=C(OC=2CCC3=CNN=C3C21)C(=O)OCC ethyl 8-methyl-4,5-dihydro-2H-furo[2,3-g]indazole-7-carboxylate